FC([C@@]1([C@H](C1)N1C(C(=CC=C1)NC(=O)C=1C(=NC=2N(C1)C=C(N2)C21COC(C2)(C1)C)OC(C)C)=O)C)F N-(1-((1S,2S)-2-(difluoromethyl)-2-methylcyclopropyl)-2-oxo-1,2-dihydropyridin-3-yl)-7-isopropoxy-2-(1-methyl-2-oxabicyclo[2.1.1]hexan-4-yl)imidazo[1,2-a]pyrimidine-6-carboxamide